NC=1N=C(SC1)C(=O)N aminothiazoleformamide